Tolylisopropylium iodate I(=O)(=O)[O-].C1(=C(C=CC=C1)[C+](C)C)C